OCC1=C(C(=CC=C1)OC)B(O)O 2-(HYDROXYMETHYL)-6-METHOXYPHENYLBORONIC ACID